N-{[3-(4-{[(3R,4S)-1-ethyl-3-fluoropiperidin-4-yl]amino}-1-(2,2,2-trifluoroethyl)-1H-indol-2-yl)-1,2,4-oxadiazol-5-yl]methyl}-1-(2-methoxyethyl)-1H-pyrrole-3-carboxamide C(C)N1C[C@H]([C@H](CC1)NC1=C2C=C(N(C2=CC=C1)CC(F)(F)F)C1=NOC(=N1)CNC(=O)C1=CN(C=C1)CCOC)F